ClC=1C=C2C(=NC=NC2=C(C1)I)N[C@@H](C)C1=NC=NN1C1=NNC(C=C1)=O 3-[5-[(1S)-1-[(6-chloro-8-iodo-quinazolin-4-yl)amino]ethyl]-1,2,4-triazol-1-yl]-1H-pyridazin-6-one